1-Methyl-2-hexylcyclohexane CC1C(CCCC1)CCCCCC